5-(4-(2-(6-methylpyridin-3-yl)ethynyl)benzeneOxy)-1H-1,2,3-triazole-4-carboxylic acid CC1=CC=C(C=N1)C#CC1=CC=C(C=C1)OC1=C(N=NN1)C(=O)O